C(C1=CC=CC=C1)C1=NN(C=2C=CC=C(C12)C1=C(C=C2C=NN(C2=C1)C)F)CC(=O)NCC(=O)NCC(=O)O (2-(3-benzyl-5'-fluoro-1'-methyl-1H,1'H-[4,6'-biindazol]-1-yl)acetyl)glycylglycine